(E)-5-[2-(4-Hydroxybutoxy)-4-[(2-hydroxyethyl)(methyl)amino]styryl]thiophene-2-carbaldehyde OCCCCOC1=C(/C=C/C2=CC=C(S2)C=O)C=CC(=C1)N(C)CCO